1,3-DIOXOLE-5-CARBOXAMIDE O1COC=C1C(=O)N